2-((R)-Amino(4-(((R)-2-(methyl-d3)pentyl)oxy)phenyl)methyl)propan-1,1,1,3,3,3-d6-2-ol N[C@@H](C(C([2H])([2H])[2H])(C([2H])([2H])[2H])O)C1=CC=C(C=C1)OC[C@@H](CCC)C([2H])([2H])[2H]